Cl.C(C1=CC=CC=C1)OC(N(CC[C@@H]1CNCC1)C1CCC(CC1)(F)F)=O |r| Benzyl-(RS)-(4,4-difluorocyclohexyl)(2-(pyrrolidin-3-yl)ethyl)carbamate hydrochloride